(5aS,8aS)-N-(3,4-difluorophenyl)-2-methyl-5a,6,7,8,8a,9-hexahydro-2H,5H-cyclopenta[f]pyrrolo[3,4-b][1,4,5]oxathiazocine-1-carboxamide 4,4-dioxide FC=1C=C(C=CC1F)NC(=O)C=1N(C=C2C1OC[C@@H]1[C@@H](NS2(=O)=O)CCC1)C